CN1N=CC2=CC=CC(=C12)NS(=O)(=O)C=1C=NC(=CC1)N1N=C2C(=C1)COCC2 N-(1-methylindazol-7-yl)-6-{4H,6H,7H-pyrano[4,3-c]pyrazol-2-yl}pyridine-3-sulfonamide